6-chloro-5-fluoro-7-nitro-3,4-dihydro-2H-isoquinolin-1-one ClC=1C(=C2CCNC(C2=CC1[N+](=O)[O-])=O)F